ClC=1C=C(NC=2C3=C(N=CN2)C=CC(=N3)N3CC(C3)NC(OC(C)(C)C)=O)C=CC1Cl tert-butyl N-[1-[4-(3,4-dichloroanilino)pyrido[3,2-d]pyrimidin-6-yl]azetidin-3-yl]carbamate